NC[Sn](CC)(CN)CN Tris(aminomethyl)ethyl-tin